[N+](=O)([O-])C1=CC=C(C=C1)OC(CNC([C@@H](NC([C@@H](N)C)=O)CC(C)C)=O)=O alanyl-leucyl-glycine p-nitrophenyl ester